C(CCCCC(C)C)SC(C)=S.C(CCCCCCC)[Sn]CCCCCCCC dioctyltin isooctyl-dithioacetate